P(O)(O)(=S)O[C@H]1[C@]([C@@H](O[C@@]1(CO)OC)N1C(=O)N=C(N)C=C1)(O)F 2'-fluoro-4'-methoxycytidine-3'-phosphorothioate